CS(=O)(=O)O.F[Cu](F)F trifluoroCopper methanesulfonate